n-pelargonate CCCCCCCCC(=O)O